BrC=1C(=C(C(=CC1C)C)NC(=O)CC[C@@H](C(=O)OC)NC(=O)OC(C)(C)C)C methyl (2S)-4-[(3-bromo-2,4,6-trimethylphenyl)carbamoyl]-2-{[(tert-butoxy)-carbonyl]amino}butanoate